[C@@H]1([C@@H](CCCC1)N)N (R,R)-1,2-cyclohexanediamine